C(CCCCC)NC(=O)C1CN(C(N(C1)CC1=CC=C(C(=O)N2C[C@H]([C@@H](C2)C(=O)N[C@@H]2[C@H](C2)C2=CC=CC=C2)C(=O)N[C@@H]2[C@H](C2)C2=CC=CC=C2)C=C1)=O)CCCCCCCC (3S,4S)-1-(4-((5-(hexylcarbamoyl)-3-octyl-2-oxotetrahydropyrimidin-1(2H)-yl)methyl)benzoyl)-N3,N4-bis((1S,2R)-2-phenylcyclopropyl)pyrrolidine-3,4-dicarboxamide